NC(CC(=O)N(C)C)C=1C=CC2=C(N(CCS2)CC2=CC=CC=C2)C1 3-amino-3-(4-benzyl-2,3-dihydro-1,4-benzothiazin-6-yl)-N,N-dimethyl-propanamide